Cl.N1(CCNCCC1)S(=O)(=O)N1C[C@H](CC1)CN1CCC2(CN(C2)C=2N=CN=NC2OC2=C(C(=O)N(C(C)C)C(C)C)C=C(C=C2)F)CC1 (R)-2-((5-(7-((1-((1,4-diazepan-1-yl)sulfonyl)pyrrolidine-3-yl)methyl)-2,7-diazaspiro[3.5]nonan-2-yl)-1,2,4-triazin-6-yl)oxy)-5-fluoro-N,N-diisopropylbenzamide hydrochloride